C(C)(C)(C)C1N(CC=C(C1)C1=CC2=C(N(C(N2C)=O)C)C=C1)C(=O)OCCC1C2CCC(C1)C2 exo-2-(bicyclo[2.2.1]heptan-2-yl)ethanol Tert-Butyl-4-(1,3-dimethyl-2-oxo-2,3-dihydro-1H-benzimidazol-5-yl)-3,6-dihydropyridine-1(2H)-carboxylate